(4-(1-(2,2-Difluoroethyl)-2-(trifluoromethyl)-1H-imidazo[4,5-c]pyridin-4-yl)-2-fluorophenyl)-(4-methoxypiperidin-1-yl)methanon FC(CN1C(=NC=2C(=NC=CC21)C2=CC(=C(C=C2)C(=O)N2CCC(CC2)OC)F)C(F)(F)F)F